5-amino-N-{4-[(3S)-3-aminopiperidin-1-yl]-(7S)-7-hydroxy-6,7-dihydro-5H-cyclopenta[b]pyridin-3-yl}-2-(2,6-difluoro-3-methoxyphenyl)-1,3-thiazole-4-carboxamide NC1=C(N=C(S1)C1=C(C(=CC=C1F)OC)F)C(=O)NC=1C(=C2C(=NC1)[C@H](CC2)O)N2C[C@H](CCC2)N